tert-Butyl (4S)-4-(((tert-butyldimethylsilyl)oxy)methyl)-1,2,3-oxathiazolidine-3-carboxylate 2-oxide [Si](C)(C)(C(C)(C)C)OC[C@@H]1N(S(OC1)=O)C(=O)OC(C)(C)C